CC1=CC(CC1(C)C)OC(CCl)OCCC chloroacetaldehyde n-propyl 3,4,4-trimethyl-2-cyclopentenyl acetal